NC1=C(C=C(C=N1)C1=CC=C(C=C1)NC(=O)N1C[C@@H](CC1)N)OC(C)C1=C(C(=CC=C1Cl)F)Cl (R)-3-amino-pyrrolidine-1-carboxylic acid (4-{6-amino-5-[1-(2,6-dichloro-3-fluoro-phenyl)-ethoxy]-pyridin-3-yl}-phenyl)-amide